C1(CCCCC1)COC=1C=C(C=CC1)CC#N 2-(3-(cyclohexylmethoxy)phenyl)acetonitrile